O=C(C(=O)[O-])CC=C 2-oxopent-4-enoate